COC(C(=O)NC1=CC=CC(=C1)OC)C(=O)C 2,5-dimethoxy-acetoacetyl-aniline